FC=1C=C2NCC=NC2=CC1 6-fluoro-3,4-dihydroquinoxalin